2-(pyrazin-2-yl)ethan-1-ol N1=C(C=NC=C1)CCO